COC=1C=C(OC(C(=O)OCC)(C)C)C=CC1C(NC=1OC(=NN1)C=1SC=CC1)=O ethyl 2-(3-methoxy-4-((5-(thiophen-2-yl)-1,3,4-oxadiazol-2-yl) carbamoyl) phenoxy)-2-methylpropanoate